N(=[N+]=[N-])C(C(=O)[O-])C(O)C1CC1 2-azido-3-cyclopropyl-3-hydroxypropanoate